N-(2-fluorophenyl)-N-methyl-[1,2,4]triazolo[4,3-a]quinazolin-5-amine FC1=C(C=CC=C1)N(C1=NC=2N(C3=CC=CC=C13)C=NN2)C